[(2R,3R,5R)-3-[[(2S)-2-amino-3-methylbutanoyl]oxy]-4,4-difluoro-5-[2-oxo-4-(2-propylpentanamido)-1,2-dihydropyrimidin-1-yl]oxolan-2-yl]methyl (2S)-2-amino-3-methylbutanoate N[C@H](C(=O)OC[C@H]1O[C@H](C([C@@H]1OC([C@H](C(C)C)N)=O)(F)F)N1C(N=C(C=C1)NC(C(CCC)CCC)=O)=O)C(C)C